O=C1C(CC(CC1)=O)=O 4-oxo-cyclohexane-1,3-dione